OCCCCC(=O)NCCCNC(OCC1=CC=CC=C1)=O benzyl N-[3-(5-hydroxypentanamido) propyl]carbamate